(1r*,3s*)-Methyl 3-(2-(1,8-naphthyridin-2-yl)ethyl)cyclobutanecarboxylate N1=C(C=CC2=CC=CN=C12)CCC1CC(C1)C(=O)OC